ClC=1N=C(SC1)C=1N=NN(C1)[C@@H]1[C@H]([C@@H](SC=2C=NC=C(C2)Br)O[C@@H]([C@@H]1O)CO)OC 5-Bromopyridin-3-yl 3-[4-(4-chlorothiazol-2-yl)-1H-1,2,3-triazol-1-yl]-3-deoxy-2-O-methyl-1-thio-α-D-galactopyranoside